3-{[5-(3-bromophenyl)-1,2-oxazol-3-yl]methyl}-1-cyclopropyl-1-[(3R)-1-(4-hydroxypyrimidin-2-yl)piperidin-3-yl]urea BrC=1C=C(C=CC1)C1=CC(=NO1)CNC(N([C@H]1CN(CCC1)C1=NC=CC(=N1)O)C1CC1)=O